COC1=CC=C(C=C1)CC(=O)C=1C=NC=CC1 2-(4-Methoxyphenyl)-1-(pyridin-3-yl)ethanone